ClC1=CC(=C(C=N1)NC(=O)C1(CN(C1)C1=NC=C(C=N1)C#N)C1=C(C=CC=C1)C(C)C)OC N-(6-chloro-4-methoxypyridin-3-yl)-1-(5-cyanopyrimidin-2-yl)-3-(2-isopropylphenyl)azetidine-3-carboxamide